(S)-3-(5-(4-((1-(4-((3R,4S)-3-(2-fluorophenyl)-7-hydroxyisochroman-4-yl)phenyl)piperidin-4-yl)methyl)piperazin-1-yl)-1-oxoisoindolin-2-yl)piperidine-2,6-dione FC1=C(C=CC=C1)[C@@H]1OCC2=CC(=CC=C2[C@@H]1C1=CC=C(C=C1)N1CCC(CC1)CN1CCN(CC1)C=1C=C2CN(C(C2=CC1)=O)[C@@H]1C(NC(CC1)=O)=O)O